C(=O)(OC)CCC(=O)Cl 3-(carbomethoxy)propionyl chloride